di-palmitoyl-S-glyceryl-cysteine C(CCCCCCCCCCCCCCC)(=O)N([C@@H](CSCC(O)CO)C(=O)O)C(CCCCCCCCCCCCCCC)=O